FC1(CN2C(OC1)=CC=N2)C 6-fluoro-6-methyl-6,7-dihydro-5H-pyrazolo[5,1-b][1,3]oxazine